tert-Butyl N-[6-[3-(4,4,5,5-tetramethyl-1,3,2-dioxaborolan-2-yl)-2-thienyl]hexyl]carbamate CC1(OB(OC1(C)C)C1=C(SC=C1)CCCCCCNC(OC(C)(C)C)=O)C